N(=[N+]=[N-])C[C@H]1CN(C[C@H](O1)C)C(=O)OC(C)(C)C (2r,6r)-tert-butyl 2-(azidomethyl)-6-methylmorpholine-4-carboxylate